1-(1-((3-(1,4-dioxaspiro[4.5]decan-8-yl)phenyl)sulfonyl)-5-(2-fluorophenyl)-1H-pyrrol-3-yl)-N-methyl-methylamine O1CCOC12CCC(CC2)C=2C=C(C=CC2)S(=O)(=O)N2C=C(C=C2C2=C(C=CC=C2)F)CNC